ClC=1C=C2C(=NC(=NC2=C(C1C=1C(=CC=C2C=CN(C12)C)C)F)N1CC(C1)N(C)C)N1C[C@H](N(C[C@@H]1C)C(C=C)=O)C 1-((2R,5S)-4-((R)-6-chloro-7-(1,6-dimethyl-1H-indol-7-yl)-2-(3-(dimethylamino)azetidin-1-yl)-8-fluoroquinazolin-4-yl)-2,5-dimethylpiperazin-1-yl)prop-2-en-1-one